Cl.ClC=1C=C2C3C=CC(C2=CC1)N3 4-chloro-11-azatricyclo[6.2.1.02,7]Undec-2,4,6,9-tetraene hydrochloride